OCCCCCOC1=CC(=C(C2=C1N(N=N2)C)C)OC(CC)=O [7-[(5-hydroxypentyl)oxy]-1,4-dimethyl-1H-benzotriazol-5-yl]propanoate